(2R,3R)-Butane CCCC